4,4'-di-chlorobenzophenone ClC1=CC=C(C(=O)C2=CC=C(C=C2)Cl)C=C1